2-[2-(diethylamino)ethoxy]-N,N-dipropyl-acetamide C(C)N(CCOCC(=O)N(CCC)CCC)CC